2-(benzo[b]thiophen-6-yl)-4,4,5,5-Tetramethyl-1,3,2-dioxaborolane S1C2=C(C=C1)C=CC(=C2)B2OC(C(O2)(C)C)(C)C